C(C)(C)(C)OC(=O)N1CCN(CC1)CC=1C=NC(=CC1)C#C[Si](C)(C)C 4-((6-((trimethylsilyl)ethynyl)pyridin-3-yl)methyl)piperazine-1-carboxylic acid tert-butyl ester